[3-[7-(difluoromethyl)-6-(1-methylpyrazol-4-yl)-3,4-dihydro-2H-quinolin-1-yl]-1-[1-(4-methyl-4-piperidyl)-4-piperidyl]-6,7-dihydro-4H-pyrazolo[4,3-c]pyridin-5-yl]ethanone FC(C1=C(C=C2CCCN(C2=C1)C1=NN(C2=C1CN(CC2)C(C)=O)C2CCN(CC2)C2(CCNCC2)C)C=2C=NN(C2)C)F